C1(CCC1)N1N=CC(=C1)C1COC2=C(O1)C(=CC(=C2)CN2C=NC=1C2=NC=C(C1)CO)OC (3-((2-(1-cyclobutyl-1H-pyrazol-4-yl)-8-methoxy-2,3-dihydrobenzo[b][1,4]dioxin-6-yl)methyl)-3H-imidazo[4,5-b]pyridin-6-yl)methanol